3-bromo-N,N-dimethylbenzenesulfonamide BrC=1C=C(C=CC1)S(=O)(=O)N(C)C